(S)-2-((tert-butoxycarbonyl)amino)-3-cyclopropylpropionic acid C(C)(C)(C)OC(=O)N[C@H](C(=O)O)CC1CC1